C(C)OC(=O)[C@H]1N([C@H]2C[C@]2(C1)C)C(CNC(CCCCC1=CC=CC=C1)=O)=O (1S,3S,5S)-5-methyl-2-((5-phenylpentanoyl)glycyl)-2-azabicyclo[3.1.0]Hexane-3-carboxylic acid ethyl ester